(E)-N'-(5-iodo-7-(1H-pyrazol-4-yl)-7H-pyrrolo[2,3-d]pyrimidin-4-yl)-N,N-dimethylformimidamide IC1=CN(C=2N=CN=C(C21)/N=C/N(C)C)C=2C=NNC2